4-amino-3,5-dichlorobenzoic acid NC1=C(C=C(C(=O)O)C=C1Cl)Cl